COC1=CC=C(C=C1)C(=O)N1CCN(CC1)CCCC1=CC=CC=C1 (4-Methoxyphenyl)-[4-(3-phenylpropyl)piperazin-1-yl]methanone